C(C1=CC=CC=C1)S(=O)(=O)C1=CC=C(O[C@@H]2[C@H](CC3=C(C=C(C=C23)Cl)C#N)N2CCN(CC2)C(=O)OC(C)(C)C)C=C1 tert-butyl 4-[(1S,2S)-1-[4-(benzylsulfonyl)phenoxy]-6-chloro-4-cyano-2,3-dihydro-1H-inden-2-yl]piperazine-1-carboxylate